fmoc-3,4-dichloro-L-phenylalanine C(=O)(OCC1C2=CC=CC=C2C2=CC=CC=C12)N[C@@H](CC1=CC(=C(C=C1)Cl)Cl)C(=O)O